CC1(C2=C(C(NC1)=O)C(=C(N2)C2=CC(=NC=C2)NC([C@@H](CC(F)F)C2=CC=C(C=C2)F)=O)C2=CC=CC=C2)C (2S)-N-[4-(7,7-Dimethyl-4-oxo-3-phenyl-4,5,6,7-tetrahydro-1H-pyrrolo[3,2-c]pyridin-2-yl)pyridin-2-yl]-4,4-difluoro-2-(4-fluorophenyl)butanamid